FC1=C(C(=CC(=C1)OC)F)[C@H]1[C@@H](C(NC1)=O)NC=1OC(=NN1)C1=CC=C(C=C1)SC(F)(F)F (3S,4R)-4-(2,6-difluoro-4-methoxyphenyl)-3-[(5-{4-[(trifluoromethyl)sulfanyl]phenyl}-1,3,4-oxadiazol-2-yl)amino]pyrrolidin-2-one